N-(4,4-difluorocyclohexyl)-8-methoxy-2-(4-methylthiazol-2-yl)quinazolin-4-amine FC1(CCC(CC1)NC1=NC(=NC2=C(C=CC=C12)OC)C=1SC=C(N1)C)F